(3-Methyl-oxiran-2-yl)-methanol CC1C(O1)CO